C[C@H]1N(CCCC1)C[C@H]1NCC2=CC=CC=C2C1 (3S)-3-[[(2R)-2-methyl-1-piperidinyl]methyl]-1,2,3,4-tetrahydroisoquinoline